CN1N=C(C2=CC=C(C=C12)N[C@@H]1CNCCC1)C1C(NC(CC1)=O)=O 3-(1-methyl-6-(((S)-piperidin-3-yl)amino)-1H-indazol-3-yl)piperidine-2,6-dione